6-Bromo-N-isopropyl-1-methyl-1,2-dihydro-3H-benzo[e]indole-3-carboximidamide 2,2,2-trifluoroacetic acid salt FC(C(=O)O)(F)F.BrC1=CC=CC=2C=3C(CN(C3C=CC21)C(NC(C)C)=N)C